tert-Butyl 4-[(6-[4-[(4-hydroxycyclohexyl)amino]-2-(methylsulfanyl)pyrimidin-5-yl]pyridin-3-yl)methyl]piperazine-1-carboxylate OC1CCC(CC1)NC1=NC(=NC=C1C1=CC=C(C=N1)CN1CCN(CC1)C(=O)OC(C)(C)C)SC